COC1=CC=C(C=C1)/C=C/C1=CC=C(N(C)C)C=C1 4-[(E)-2-(4-methoxyphenyl)vinyl]-N,N-dimethylaniline